(4-(5-chloro-2-(2,4-dichlorophenoxy)phenoxy)butyl)-(methyl-13C)silane 1,4,6,7-tetrahydro-5H-imidazo[4,5-c]pyridine-5-carboxylate N1C=NC=2CN(CCC21)C(=O)O.ClC=2C=CC(=C(OCCCC[SiH2][13CH3])C2)OC2=C(C=C(C=C2)Cl)Cl